FC1=C(C=C(C(=C1)C)SCC(F)(F)F)C1=C(C=C(C(=C1)SCC(F)(F)F)C)F 1-fluoro-2-[2-fluoro-4-methyl-5-(2,2,2-trifluoroethylsulfanyl)-phenyl]-5-methyl-4-(2,2,2-trifluoroethylsulfanyl)benzene